ONC(=O)C1=CC2=C(CN([C@H](CO2)C)C(=O)OC2CCCC2)C=C1 2-cyclopentyl (S)-8-(hydroxycarbamoyl)-3-methyl-2,3-dihydrobenzo[f][1,4]oxazepine-4(5H)-carboxylate